5-(2-hydroxybutyl)4-methoxy-2-methylphenol OC(CC=1C(=CC(=C(C1)O)C)OC)CC